(S)-N-(3-chloro-4-cyanophenyl)-2-hydroxy-2-methyl-3-(pyrrolidin-1-yl)propanamide ClC=1C=C(C=CC1C#N)NC([C@@](CN1CCCC1)(C)O)=O